N1=CC=C(C=C1)C1=CC=C(C=C1)C1=CC(=CC(=C1)C1=CC=C(C=C1)C1=CC=NC=C1)C1=CC=C(C=C1)C1=CC=NC=C1 1,3,5-tris(4-pyridin-4-ylphenyl)benzene